C(C)(C)(C)C=1C=C(C=C(C1O)C(C)(C)C)CCC(=O)[O-] 3-(3,5-ditertbutyl-4-hydroxyphenyl)propionate